(2-(6-bromopyridin-3-yl)-7-chloroquinolin-4-yl)(morpholino)methanone BrC1=CC=C(C=N1)C1=NC2=CC(=CC=C2C(=C1)C(=O)N1CCOCC1)Cl